ClC=1C=C(C=CC1)C1OP(OCC1)(=O)NC1=NC(N(C=C1)[C@@H]1O[C@@H]([C@H](C1(F)F)O)CO)=O 4-((4-(3-chlorophenyl)-2-oxo-1,3,2-dioxaphosphorinane-2-yl)amino)-1-((2R,4R,5R)-3,3-difluoro-4-hydroxy-5-(hydroxymethyl)tetrahydrofuran-2-yl)pyrimidin-2(1H)-one